triethylenetetramine trihydrochloride salt Cl.Cl.Cl.NCCNCCNCCN